4-(2,2-diphenyl-vinyl)-N,N-dimethyl-p-toluidine C1(=CC=CC=C1)C(=CC1(CC=C(N(C)C)C=C1)C)C1=CC=CC=C1